3-((1-(cyanomethyl)cyclopropyl)methyl)-3H-imidazo[4,5-b]pyridine-5-carboxylic acid C(#N)CC1(CC1)CN1C=NC=2C1=NC(=CC2)C(=O)O